NC1=CC(=C(C(=O)OC)C=C1N)OC methyl 4,5-diamino-2-methoxybenzoate